2-amino-5-[2-(4-amino-3-hydroxyphenoxy)ethoxy]phenol NC1=C(C=C(C=C1)OCCOC1=CC(=C(C=C1)N)O)O